3-(5-fluoro-2-(4-fluorophenoxy)pyridin-3-yl)-6-methyl-1,6-dihydro-7H-pyrrolo[2,3-c]pyridin-7-one FC=1C=C(C(=NC1)OC1=CC=C(C=C1)F)C1=CNC=2C(N(C=CC21)C)=O